CN1C(=NC=C1)C(\C=C\C1=CC=CC=C1)=O (E)-1-(1-methyl-1H-imidazol-2-yl)-3-phenylprop-2-en-1-one